sodium (4-bromophenoxy) butanesulfonate C(CCC)S(=O)(=O)OOC1=CC=C(C=C1)Br.[Na]